methyl 2-(7-(benzyloxy)-1-(4-oxobutyl)-1,2,3,4-tetrahydronaphthalen-1-yl)acetate C(C1=CC=CC=C1)OC1=CC=C2CCCC(C2=C1)(CCCC=O)CC(=O)OC